The molecule is conjugate base of threo-3-methyl-L-aspartic acid. It is a conjugate base of a threo-3-methyl-L-aspartic acid. It is a conjugate acid of a threo-3-methyl-L-aspartate(2-). C[C@@H]([C@@H](C(=O)[O-])[NH3+])C(=O)[O-]